3-((2S)-3-(8-(3-bromophenylsulfonyl)-1-oxa-8-azaspiro[4.5]decan-3-ylamino)-2-hydroxypropoxy)-N-methylbenzenesulfonamide BrC=1C=C(C=CC1)S(=O)(=O)N1CCC2(CC(CO2)NC[C@@H](COC=2C=C(C=CC2)S(=O)(=O)NC)O)CC1